3-[(4-nitrophenoxy)carbonylamino]propanoic acid [N+](=O)([O-])C1=CC=C(OC(=O)NCCC(=O)O)C=C1